1-((2r,3r,4s,5r)-3-allyl-4-((tert-butyldimethylsilyl)oxy)-5-(hydroxymethyl)tetrahydrofuran-2-yl)-3-benzoylpyrimidine-2,4(1h,3h)-dione C(C=C)[C@H]1[C@@H](O[C@@H]([C@H]1O[Si](C)(C)C(C)(C)C)CO)N1C(N(C(C=C1)=O)C(C1=CC=CC=C1)=O)=O